NC1=NC(=NC=2N1N=C(N2)C=2OC=CC2)NCCNC2=CC=C(C=C2)NS(=O)(=O)C=2C=C(C(=C(C(=O)N)C2)O)Cl 5-(N-(4-((2-((7-amino-2-(furan-2-yl)-[1,2,4]triazolo[1,5-a][1,3,5]triazin-5-yl)amino)ethyl)amino)phenyl)sulfamoyl)-3-chloro-2-hydroxybenzamide